ClC=1C=C2C(=CC1)C(CC21CCN(CC1)CC=1C=NN(C1)CCS(=O)(=O)C)O 5-chloro-1'-[[1-(2-methylsulfonylethyl)pyrazol-4-yl]methyl]spiro[indane-3,4'-piperidine]-1-ol